Zirconium Oxychloride O(Cl)Cl.[Zr]